O=C1NC(CCC1N1C(C2=C(C=C(C=C2C1=O)CN1CCC(CC1)C1=CC=C(C=C1)N1N=C2C(=CC=CC2=C1)C(=O)N)F)=O)=O 2-(4-(1-((2-(2,6-dioxopiperidin-3-yl)-7-fluoro-1,3-dioxoisoindolin-5-yl)methyl)piperidin-4-yl)phenyl)-2H-indazole-7-carboxamide